NC=1C(=CC(=C(C#N)C1)Cl)O[C@@H](C)C1CCC1 (S)-5-amino-2-chloro-4-(1-cyclobutylethoxy)benzonitrile